O=C/C(=C/C1=CC=CC=C1)/C(C(=O)OC)C(=O)OC (E)-Dimethyl 2-(3-oxo-1-phenylprop-1-en-2-yl)malonate